N-{[3-(4-{[(3S,4R)-3-fluoro-1-methylpiperidin-4-yl]amino}-1-(2,2,2-trifluoroethyl)-1H-indol-2-yl)-1,2,4-oxadiazol-5-yl]methyl}-1-phenyl-1H-imidazole-5-carboxamide F[C@H]1CN(CC[C@H]1NC1=C2C=C(N(C2=CC=C1)CC(F)(F)F)C1=NOC(=N1)CNC(=O)C1=CN=CN1C1=CC=CC=C1)C